C(C)(=O)OC\C=C(\C(=O)NCCCCNC(\C=C\C1=CC(=CC=C1)OC)=O)/C (E)-4-((4-((E)-3-(3-methoxyphenyl)acrylamido)butyl)amino)-3-methyl-4-oxobut-2-en-1-yl acetate